CCCCCC/C=C\CCCCCCCCCC(=O)OC[C@H](COP(=O)([O-])OCC[N+](C)(C)C)OC(=O)CC/C=C\C/C=C\C/C=C\C/C=C\C/C=C\C/C=C\CC 1-(11Z-octadecenoyl)-2-(4Z,7Z,10Z,13Z,16Z,19Z-docosahexaenoyl)-sn-glycero-3-phosphocholine